O1C=CC2=C1C=CC(=C2)NC=2N=CC1=C(N2)N(C(=C1)C(=O)N(C)C)C1CCCC1 2-(benzofuran-5-ylamino)-7-cyclopentyl-N,N-dimethyl-7H-pyrrolo[2,3-d]pyrimidine-6-carboxamide